C1(CC1)C=1N=CC2=C3C(=CC(=C2C1)S(NCC(C)C)(=O)=O)[C@@H](C[C@H]3NS(=O)(=O)CC(C)C)NC(=O)C=3C=NC=CC3 |r| N-[Trans-(7RS,9RS)-3-cyclopropyl-5-(2-methylpropylsulfamoyl)-9-(2-methylpropylsulfonylamino)-8,9-dihydro-7H-cyclopenta[h]isochinolin-7-yl]pyridin-3-carboxamid